C1(=CC=CC=C1)C1(CC1)OCC(=O)N1CC2CCC(C1)N2C2=NC=C(C#N)C=C2 6-(3-(2-(1-phenylcyclopropoxy)acetyl)-3,8-diazabicyclo[3.2.1]octan-8-yl)nicotinonitrile